3-amino-6-chloro-N-(4-(trifluoromethoxy)phenyl)-3,4-dihydroquinoline-1(2H)-carboxamide NC1CN(C2=CC=C(C=C2C1)Cl)C(=O)NC1=CC=C(C=C1)OC(F)(F)F